4-((6-ethynyl-3-pyridinyl)methyl)morpholine C(#C)C1=CC=C(C=N1)CN1CCOCC1